C1(CC1)C=1N=C(C2=C(N1)C(=CS2)C)N[C@H](CN2CCN(CC2)S(=O)(=O)C2=C(N=C(S2)NC(C)=O)C)C N-[5-({4-[(2S)-2-({2-cyclopropyl-7-methylthieno[3,2-d]pyrimidin-4-yl}amino)propyl]piperazin-1-yl}sulfonyl)-4-methyl-1,3-thiazol-2-yl]acetamide